N,4-dimethyl-piperazine-1-carboxamide CNC(=O)N1CCN(CC1)C